5-chloro-1-[1-(3-methoxycyclopentyl)-1H-pyrazol-4-yl]-6-[4-(3-methyloxetan-3-yl)piperazin-1-yl]-1H-indazole ClC=1C=C2C=NN(C2=CC1N1CCN(CC1)C1(COC1)C)C=1C=NN(C1)C1CC(CC1)OC